FC1=C(CN2N=C3C(N(CCC3=C2)[C@H]2CN(C=3C(OC2)=CC=C2C3SC(=N2)C)C)=O)C=CC=C1 (S)-8-(2-(2-fluorobenzyl)-7-oxo-2,4,5,7-tetrahydro-6H-pyrazolo[3,4-c]pyridine-6-yl)-2,10-dimethyl-7,8-dihydrothiazolo[5',4':3,4]benzo[1,2-b][1,4]oxazepine